3-(3-fluoro-phenyl)-propionamide FC=1C=C(C=CC1)CCC(=O)N